N1C(CCCC1=O)=O 2,6-piperidinedione